C(C)(C)(C)OC(=O)N1CCN(CC1)C1=C(N(C=2N(C1=O)N=C(N2)C2=CC1=C(COC1)C=C2)CC(=O)O)CC {6-[4-(tert-butoxycarbonyl)piperazin-1-yl]-2-(1,3-dihydro-2-benzofuran-5-yl)-5-ethyl-7-oxo-[1,2,4]triazolo[1,5-a]pyrimidin-4-yl}acetic acid